copper(II) terpyridine N1=C(C=CC=C1)C1=NC=CC=C1C1=NC=CC=C1.[Cu+2]